N1(CCNCC1)C1=CC=C(C=C1)C=1C=NC=2N(C1)N=CC2C2=CC=NC1=CC=CC=C21 4-(6-(4-(Piperazin-1-yl)phenyl)pyrazolo[1,5-a]pyrimidin-3-yl)chinolin